(R)-N-((5-chloro-3,4-dihydro-8-hydroxy-3-methyl-1-oxo-1H-2-benzopyran-7-yl)carbonyl)phenylalanine ClC1=CC(=C(C2=C1CC(OC2=O)C)O)C(=O)N[C@H](CC2=CC=CC=C2)C(=O)O